FC1(CCC(CC1)NC=1N=CC2=C(N1)NC=C2C=2C=CC=1N(C2)C(=CN1)C(=O)NCC(F)F)F 6-(2-((4,4-difluorocyclohexyl)amino)-7H-pyrrolo[2,3-d]pyrimidin-5-yl)-N-(2,2-difluoroethyl)imidazo[1,2-a]pyridine-3-carboxamide